6-cyclopropyl-4-formyl-pyridine-2-carboxylic acid C1(CC1)C1=CC(=CC(=N1)C(=O)O)C=O